C(C1=CC=CC=C1)N1[C@@H]2C(N(C[C@H]1CC2)C(=O)OC(C)(C)C)CCO tert-butyl (1S,5R)-8-benzyl-2-(2-hydroxyethyl)-3,8-diazabicyclo-[3.2.1]octane-3-carboxylate